ClC=1C=CC=C2C=C(C=C(C12)C1=C(C=C2C(=NC(=NC2=C1F)OC[C@]12CCCN2C[C@@H](C1)F)N1C[C@@H](CCC1)O)F)O (3R)-1-(7-(8-chloro-3-hydroxynaphthalen-1-yl)-6,8-difluoro-2-(((2R,7aS)-2-fluorotetrahydro-1H-pyrrolizin-7a(5H)-yl)methoxy)quinazolin-4-yl)piperidin-3-ol